7-(4-methylpiperazin-1-yl)isochroman CN1CCN(CC1)C1=CC=C2CCOCC2=C1